tert-Butyl (3S,5S)-1-(5-(4-cyanopyridin-3-yl)-2-nitrophenyl)-5-(1-hydroxycyclopropyl)pyrrolidin-3-ylcarbamate C(#N)C1=C(C=NC=C1)C=1C=CC(=C(C1)N1C[C@H](C[C@H]1C1(CC1)O)NC(OC(C)(C)C)=O)[N+](=O)[O-]